methyl (S)-2-amino-4,4,4-trifluoro-2-methylbutanoate N[C@](C(=O)OC)(CC(F)(F)F)C